CN1N=C(C=C1)NC1=NN2C(C=C(C=C2)C=2C=C(C#N)C=CC2OC[C@H]2CNCCO2)=C1 3-[2-[(1-methylpyrazol-3-yl)amino]pyrazolo[1,5-a]pyridin-5-yl]-4-[[(2R)-morpholin-2-yl]methoxy]benzonitrile